ClC=1C=C(OCC(=O)NC=2C=NC(=CC2)OC)C=C(C1CC1=CC(=C(C=C1)O)C(C)C)Cl 2-(3,5-dichloro-4-{[4-hydroxy-3-(propan-2-yl)phenyl]methyl}phenoxy)-N-(6-methoxypyridin-3-yl)acetamide